cyclopentyl 2-[[6-[3-(6-methyl-2-pyridyl)-1H-pyrazol-4-yl]-1,5-naphthyridin-3-yl]methylamino]-2-phenyl-acetate CC1=CC=CC(=N1)C1=NNC=C1C=1N=C2C=C(C=NC2=CC1)CNC(C(=O)OC1CCCC1)C1=CC=CC=C1